2-(trimethylsilyl)ethoxylmethylamine C[Si](CCOCN)(C)C